2-((1-(5-(Trifluoromethyl)pyrimidin-2-yl)piperidin-4-yl)oxy)acetic acid tert-butyl ester C(C)(C)(C)OC(COC1CCN(CC1)C1=NC=C(C=N1)C(F)(F)F)=O